(E)-3-fluoro-2-[[2-(4-pyridinyl)-6-quinolinyl]oxymethyl]prop-2-en-1-amine hydrochloride Cl.F/C=C(\CN)/COC=1C=C2C=CC(=NC2=CC1)C1=CC=NC=C1